C(C=C)(=O)N1[C@H](CN(CC1)C1=NC(=NC2=CC(=C3C(=C12)OCCC3)C3=C1C=NNC1=CC(=C3Cl)C)OC[C@H]3N(CCC3)C)CC#N 2-((2S)-1-acryloyl-4-(5-(5-chloro-6-methyl-1H-indazol-4-yl)-8-(((S)-1-methylpyrrolidin-2-yl)methoxy)-3,4-dihydro-2H-pyrano[2,3-f]quinazolin-10-yl)piperazin-2-yl)acetonitrile